(S)-N-(4-AMINO-3,4-DIOXO-1-PHENYLBUTAN-2-YL)-4-PHENYL-1H-IMIDAZOLE-5-CARBOXAMIDE NC(C([C@H](CC1=CC=CC=C1)NC(=O)C1=C(N=CN1)C1=CC=CC=C1)=O)=O